C(C)N1N=CC=C1[C@]1(NC(NC1=O)=O)CNC(=O)C=1C(=CC=CC1)C1=CC=C(C=C1)C(F)(F)F |r| rac-N-{[4-(1-ethyl-1H-pyrazol-5-yl)-2,5-dioxoimidazolidin-4-yl]methyl}-4'-(trifluoromethyl)[biphenyl]-2-carboxamide